ClC=1C=C(C=CC1Cl)NC(=O)N1CC2=C(CC1)C=C(S2)C2=NOC(=N2)C(F)(F)F N-(3,4-dichlorophenyl)-2-(5-(trifluoromethyl)-1,2,4-oxadiazol-3-yl)-4,7-dihydrothieno[2,3-c]pyridine-6(5H)-carboxamide